5-((3-(6-(benzyloxy)pyridin-2-yl)benzyl)oxy)-2-hydroxybenzoic acid C(C1=CC=CC=C1)OC1=CC=CC(=N1)C=1C=C(COC=2C=CC(=C(C(=O)O)C2)O)C=CC1